NC=1C2=C(N=CN1)N(C(=C2N2C(C[C@@H](CC2)C(=O)N2CCCC2)=O)C2=CC=C(C=C2)NC(C(=C)C)=O)C (R)-N-(4-(4-amino-7-methyl-5-(2-oxo-4-(pyrrolidine-1-carbonyl)piperidin-1-yl)-7H-pyrrolo[2,3-d]pyrimidin-6-yl)phenyl)methacrylamide